CC1=NC(=CC=C1)C1(CC1)C 2-methyl-6-(1-methylcyclopropyl)pyridin